Methyl 7-(4-((4-chlorobenzyl)oxy)quinoline-2-carboxamido)heptanoate ClC1=CC=C(COC2=CC(=NC3=CC=CC=C23)C(=O)NCCCCCCC(=O)OC)C=C1